6-chloro-5-cyclopropyl-1-(oxan-2-yl)-4-(4,4,5,5-tetramethyl-1,3,2-dioxaborolan-2-yl)-1H-indazole ClC1=C(C(=C2C=NN(C2=C1)C1OCCCC1)B1OC(C(O1)(C)C)(C)C)C1CC1